ethyl (2S)-2-[({[(2R,5R)-5-(6-amino-2-fluoropurin-9-yl)-4-fluoro-2,5-dihydrofuran-2-yl]oxy}methyl(phenoxy)phosphoryl)amino]propanoate NC1=C2N=CN(C2=NC(=N1)F)[C@H]1C(=C[C@H](O1)OCP(=O)(OC1=CC=CC=C1)N[C@H](C(=O)OCC)C)F